C(CCC(=O)O)(=O)O.NCCNCCNCCN triethylenetetramine succinic acid salt